butylstibin C(CCC)[SbH2]